1-(4-{6-Chloro-7-[(1-ethylpiperidin-4-yl)amino]-3H-imidazo[4,5-b]pyridin-2-yl}phenyl)-1,4-diazepan-5-one ClC=1C(=C2C(=NC1)NC(=N2)C2=CC=C(C=C2)N2CCNC(CC2)=O)NC2CCN(CC2)CC